(S)-(3-aminopyrrolidin-1-yl)(3-methyl-5-(2-methyl-1,2,3,4-tetrahydroisoquinolin-6-yl)thiophen-2-yl)methanone N[C@@H]1CN(CC1)C(=O)C=1SC(=CC1C)C=1C=C2CCN(CC2=CC1)C